(E)-6-chloro-1-(4-chlorophenyl)-5-hydroxy-2-phenylhex-1-en-3-one ClCC(CC(/C(=C/C1=CC=C(C=C1)Cl)/C1=CC=CC=C1)=O)O